FC=1C(=C(C=CC1)C1N=C(NC(=C1C(=O)OCC)C12C3C4C5(C3C1C5C24)C(=O)OC)C=2SC=CN2)C ethyl 4-(3-fluoro-2-methylphenyl)-6-((2r,3R,4r,5S)-4-(methoxycarbonyl) cuban-1-yl)-2-(thiazol-2-yl)-1,4-dihydropyrimidine-5-carboxylate